4-((2R,3S,5S)-3-(3-chloro-4-fluoro-2-methoxyphenyl)-5-methyl-5-(trifluoromethyl)tetrahydrofuran-2-carboxamido)picolinamide ClC=1C(=C(C=CC1F)[C@H]1[C@@H](O[C@@](C1)(C(F)(F)F)C)C(=O)NC1=CC(=NC=C1)C(=O)N)OC